OC=1C=C(CNCC)C=C(C1O)O 3,4,5-trihydroxybenzylethylamine